C(C)N1CC(C1)(C)[C@@](C=1C=C(C=NC1)C1=NOC(=N1)CC(C)(O)C)(C1=CC=C(C=C1)C(C)C)O 1-(3-{5-[(R)-(1-Ethyl-3-methyl-azetidin-3-yl)-hydroxy-(4-isopropyl-phenyl)-methyl]-pyridine-3-yl}-[1,2,4]Oxadiazol-5-yl)-2-methyl-propan-2-ol